2-(9H-fluoren-9-ylmethoxycarbonyl-amino)hexanoic acid C1=CC=CC=2C3=CC=CC=C3C(C12)COC(=O)NC(C(=O)O)CCCC